N[C@@H](C(=O)NC=1N=C(SC1)C#C)CC1=CC=CC=C1 (R)-2-amino-N-(2-ethynyl-thiazol-4-yl)-3-phenylpropionamide